The molecule is the iodide salt of ecothiopate. An irreversible acetylcholinesterase inhibitor, it is used an ocular antihypertensive in the treatment of open-angle glaucoma, particularly when other drugs have proved inadequate. It has a role as an antiglaucoma drug, an EC 3.1.1.8 (cholinesterase) inhibitor and a miotic. It is an iodide salt and a quaternary ammonium salt. It contains an ecothiopate. CCOP(=O)(OCC)SCC[N+](C)(C)C.[I-]